FC1=C(C=CC(=C1)C1=NC=CC=C1)C=1N=C2SCCCN2C(C1C#N)=O 8-[2-fluoro-4-(pyridin-2-yl)phenyl]-6-oxo-2H,3H,4H,6H-pyrimido[2,1-b][1,3]thiazine-7-carbonitrile